C1(CC1)C=1C=C(C2=C(N1)N(N=C2)C(C)C)C(=O)NCCN2CCCC2 6-cyclopropyl-1-(propan-2-yl)-N-[2-(pyrrolidin-1-yl)ethyl]-1H-pyrazolo[3,4-b]pyridine-4-carboxamide